N-(4-((6-cyclopropoxy-2-(1,1-difluoroethyl)pyrimidin-4-yl)amino)-5-((3,4-difluorobenzyl)oxy)pyridin-2-yl)acetamide C1(CC1)OC1=CC(=NC(=N1)C(C)(F)F)NC1=CC(=NC=C1OCC1=CC(=C(C=C1)F)F)NC(C)=O